FC(OC1=CC2=C(N=C(S2)N)C=C1)(F)F 6-(trifluoromethoxy)benzothiazol-2-amine